FC=1C=CC(=NC1)C1=NN(C=C1C1=C2C(=NC(=C1)C)N(N=C2)COCC[Si](C)(C)C)CCOC 4-(3-(5-fluoropyridin-2-yl)-1-(2-methoxyethyl)-1H-pyrazol-4-yl)-6-methyl-1-((2-(trimethylsilyl)ethoxy)methyl)-1H-pyrazolo[3,4-b]pyridine